1-((4-chloro-2-(morpholinomethyl)-1-(phenylsulfonyl)-1H-pyrrolo[2,3-b]pyrazin-5-yl)methyl)-1-(2,6-difluoro-3,5-dimethoxyphenyl)-3-ethylurea ClN1C2=C(N(C(=C1)CN1CCOCC1)S(=O)(=O)C1=CC=CC=C1)C=CN2CN(C(=O)NCC)C2=C(C(=CC(=C2F)OC)OC)F